5-bromo-1-(4-(trifluoromethyl)phenyl)-1H-pyrrolo[2,3-b]pyridine BrC=1C=C2C(=NC1)N(C=C2)C2=CC=C(C=C2)C(F)(F)F